Cl.NC(C[C@@H](C#C)NC(=O)C1NCC=2N=CN=CC21)=O N-[(1S)-1-(2-Amino-2-oxo-ethyl)prop-2-ynyl]-6,7-dihydro-5H-pyrrolo[3,4-d]pyrimidine-5-carboxamide hydrochloride